N1=BC=CC=C1 azaborin